3-(cyclopentyl-amino)propionic acid C1(CCCC1)NCCC(=O)O